4-amino-7-chloro-N-methyl-N-((4S)-7-(trifluoromethyl)-3,4-dihydro-1H-2-benzopyran-4-yl)-1,3-dihydrofuro[3,4-c][1,8]naphthyridine-8-carboxamide NC1=NC=2N=C(C(=CC2C2=C1COC2)C(=O)N([C@@H]2COCC1=C2C=CC(=C1)C(F)(F)F)C)Cl